FC1=CC=C(C=C1)C=1C=CC(=NC1)C(=O)NC1=CC=C(C=C1)OC1=CC(=NC=C1)C(NC)=O 5-(4-Fluorophenyl)-N-(4-(2-(methylcarbamoyl)pyridin-4-yloxy)phenyl)picolinamide